3-(4-iso-propylpiperazin-1-yl)benzene-1,2-diamine C(C)(C)N1CCN(CC1)C1=C(C(=CC=C1)N)N